NCC1=C2C=CC(=NC2=C(C=C1)OC1=CC=C(C=C1)C(F)(F)F)O 5-(aminomethyl)-8-{4-(trifluoromethyl)phenoxy}quinolin-2-ol